C(C)OC(=C)C1=NC(=NC=C1N)C(F)(F)F 4-(1-Ethoxyethenyl)-2-(trifluoromethyl)pyrimidin-5-amine